3-(phenylmethoxy)cyclobutan-1-one C1(=CC=CC=C1)COC1CC(C1)=O